C1=CC=C(C=C1)OC2=C(C(=C(C(=C2Br)Br)Br)Br)Br pentabromo diphenyl ether